2-[2-hydroxy-5-(2-(acryloyloxy)-ethyl)phenyl]-2H-benzotriazole OC1=C(C=C(C=C1)CCOC(C=C)=O)N1N=C2C(=N1)C=CC=C2